Cl.NCC(=O)N1CCN(CC1)C(C1=C(C=C(C=C1)NC=1C=2N(C=CN1)C(=CN2)C2=CC=C(C=C2)OC(F)F)C)=O 2-amino-1-(4-(4-((3-(4-(di-fluoromethoxy)phenyl)imidazo[1,2-a]pyrazin-8-yl)amino)-2-methyl-benzoyl)piperazin-1-yl)ethanone hydrochloride